C1(CC1)NC(C1=C(C=C(C=C1)NC1=NN2C(C=C(C=C2)C2=CC(=NC=C2OC2CCC(CC2)O)C)=C1)OC)=O N-cyclopropyl-4-[[5-[5-(4-hydroxycyclohexoxy)-2-methyl-4-pyridyl]pyrazolo[1,5-a]pyridin-2-yl]amino]-2-methoxy-benzamide